4-({4-[(6R)-6-(difluoromethyl)-5-oxa-8-azaspiro[3.5]nonan-8-yl]-5-fluoropyrimidin-2-yl}amino)benzenesulfonamide FC([C@@H]1OC2(CCC2)CN(C1)C1=NC(=NC=C1F)NC1=CC=C(C=C1)S(=O)(=O)N)F